3-(5-(1-(4-cyclobutylbenzyl)piperidin-4-yl)-1-oxoisoindolin-2-yl)piperidine-2,6-dione C1(CCC1)C1=CC=C(CN2CCC(CC2)C=2C=C3CN(C(C3=CC2)=O)C2C(NC(CC2)=O)=O)C=C1